COC=1C(=C(C=CC1)N=[N+]([O-])C1=CC=CC=C1)CCCC methoxy(butyl)azoxybenzene